O1C(=NN=C1)CC=1C=2N(C=C(C1)C1CC1)C=C(N2)CN2N=CC(=C2)C(=O)OCC2=CC=CC=C2 benzyl 1-((8-((1,3,4-oxadiazol-2-yl)methyl)-6-cyclopropylimidazo[1,2-a]pyridin-2-yl)methyl)-1H-pyrazole-4-carboxylate